7-[trans-4-(4-methyl-1-piperazinyl)cyclohexyl]-5-(4-phenoxy-phenyl)-7H-pyrrolo[2,3-d]pyrimidin-4-amine CN1CCN(CC1)[C@@H]1CC[C@H](CC1)N1C=C(C2=C1N=CN=C2N)C2=CC=C(C=C2)OC2=CC=CC=C2